[N+](=O)([O-])C1=C(C=2CC3=CC=CC=C3C2C=C1)[N+](=O)[O-] bisnitrofluorene